NC1=NC=2C=CC=CC2C2=C1NC(N2CC2=CC(=CC=C2)C2=NC=CC=C2)=O 4-amino-1-(3-(pyridin-2-yl)benzyl)-1H-imidazo[4,5-c]quinolin-2(3H)-one